(1R,5R)-5-amino-3,3-dimethylcyclohexan-1-ol hydrochloride Cl.N[C@@H]1CC(C[C@H](C1)O)(C)C